7-fluoro-2-methyl-N-[(1S)-1-[4-(oxetan-3-yl)phenyl]ethyl]quinazolin-4-amine FC1=CC=C2C(=NC(=NC2=C1)C)N[C@@H](C)C1=CC=C(C=C1)C1COC1